Cl.ClC1=CC=C(C=C1)NC1=NC2=CC(=CC=C2C(=C1)N1CCC(CC1)NC(C)(C)C)O 2-(4-chlorophenylamino)-4-(4-tert-butylaminopiperidin-1-yl)-7-hydroxyquinoline Hydrochloride Salt